2-((5-(3-(2-methoxyphenyl)isonicotinamido)-1,3,4-thiadiazol-2-yl)oxy)acetic acid COC1=C(C=CC=C1)C1=C(C(=O)NC2=NN=C(S2)OCC(=O)O)C=CN=C1